COC1=CC(=C(C=C1NC1=NC=NC(=C1)N1OCC[C@@H]1C1=CC=CC2=CC=CC=C12)NC(C=C)=O)N1CCN(CC1)C N-(4-methoxy-2-(4-methylpiperazine-1-yl)-5-((6-((R)-3-(naphthalene-1-yl)isoxazolidine-2-yl)pyrimidine-4-yl)amino)phenyl)acrylamide